FC1=CC=C2C(=NN(C(C2=C1)=O)C1=C(C=CC=C1)C)C(C(F)(F)F)C 7-fluoro-2-(o-tolyl)-4-(1,1,1-trifluoropropan-2-yl)phthalazin-1(2H)-one